Tetratin triphosphate [O-]P([O-])(=O)OP(=O)([O-])OP(=O)([O-])[O-].[Sn+4].[Sn+4].[Sn+4].[Sn+4]